COC=1C(=CC2=C(N=C(S2)NC(C(C2=CC=C(C=C2)S(=O)(=O)CC)N(C)C)=O)C1)OC N-(5,6-Dimethoxy-benzothiazol-2-yl)-2-dimethylamino-2-(4-ethanesulfonyl-phenyl)-acetamide